3,5-bis-t-butyl-1-pyrazolate C(C)(C)(C)C1=NN(C(=C1)C(C)(C)C)C(=O)[O-]